FC1(C2CN(CC12)C1=NC(=CC(=N1)N1N=NC(=C1)C1=C(C=C(C=C1)NS(=O)(=O)CCO)N1CCC2(CC2)CC1)C)F N-(4-(1-(2-(6,6-difluoro-3-azabicyclo[3.1.0]hexan-3-yl)-6-methylpyrimidin-4-yl)-1H-1,2,3-triazol-4-yl)-3-(6-azaspiro[2.5]octan-6-yl)phenyl)-2-hydroxyethane-1-sulfonamide